tert-butyl N-[(1S)-1-[7-[[(1S)-2-amino-2-oxo-1-[[(6R)-5-oxo-4-azaspiro[2.4]heptan-6-yl]methyl]ethyl]carbamoyl]-6-azaspiro[3.4]octane-6-carbonyl]-2,2-dimethyl-propyl]carbamate NC([C@H](C[C@H]1C(NC2(CC2)C1)=O)NC(=O)C1N(CC2(CCC2)C1)C(=O)[C@H](C(C)(C)C)NC(OC(C)(C)C)=O)=O